anthraquinone dinitrate [N+](=O)(O)[O-].[N+](=O)(O)[O-].C1=CC=CC=2C(C3=CC=CC=C3C(C12)=O)=O